1-(cyclopropylmethyl)-6-fluoro-7-(2-fluoro-6-hydroxyphenyl)-4-(3-vinyl-5,6-dihydroimidazo[1,5-a]pyrazin-7(8H)-yl)pyrido[2,3-d]pyrimidin-2(1H)-one C1(CC1)CN1C(N=C(C2=C1N=C(C(=C2)F)C2=C(C=CC=C2O)F)N2CC=1N(CC2)C(=NC1)C=C)=O